3-(4-hydroxyphenyl)bicyclo[1.1.1]pentane-1-carboxamide OC1=CC=C(C=C1)C12CC(C1)(C2)C(=O)N